IC1=CC(NN=C1)=O 5-iodo-2,3-dihydropyridazin-3-one